3-((2-(trifluoromethyl)benzyl)oxy)pyrrolidine FC(C1=C(COC2CNCC2)C=CC=C1)(F)F